cyanopropyltetrahydropyrrole C(#N)CCCN1CCCC1